C(=O)(O)C1=CNC=C1 3-carboxypyrrole